C(C#CC)OC(C(=C(C1=CC=C(C=C1)Cl)C1=CC=C(C=C1)Cl)C1=CC=CC=C1)=C1SCCCS1 2-(1-(but-2-yn-1-yloxy)-3,3-bis(4-chlorophenyl)-2-PHENYLALLYLIDENE)-1,3-dithiane